Methyl 2-(((1R,2R)-2-((tert-butoxycarbonyl)amino)cyclopentyl)oxy)-6-fluoro-4-methylbenzoate C(C)(C)(C)OC(=O)N[C@H]1[C@@H](CCC1)OC1=C(C(=O)OC)C(=CC(=C1)C)F